1,2,3,4,6-penta-O-acetyl-beta-D-galactose C(C)(=O)O[C@H]1[C@H](OC(C)=O)[C@@H](OC(C)=O)[C@@H](OC(C)=O)[C@H](O1)COC(C)=O